O1C(=CC=C1)C1=C(CCl)C=CC=C1 2-(furan-2-yl)benzyl chloride